O1CCN(CC1)C1=CC=C2C(=N1)NC(=N2)C2=CC(=CN2)C(=O)C2=C(C=CC=C2)C(F)(F)F (5-(5-morpholino-3H-imidazo[4,5-b]pyridin-2-yl)-1H-pyrrol-3-yl)(2-(trifluoromethyl)phenyl)methanone